3,7-dimethylundecane CC(CC)CCCC(CCCC)C